C(C)(C)(C)OC(=O)N1CCN(CC1)C1=C2CCCN(C2=CC=C1)[C@@H]1C(NC(CC1)=O)=O 4-[1-[(3S)-2,6-dioxo-3-piperidinyl]-3,4-dihydro-2H-quinolin-5-yl]piperazine-1-carboxylic acid tert-butyl ester